FC=1C=C(C=C(C1)F)[C@@H]1CC[C@H]2OC3(C(N21)=O)CC(C3)O[C@@H](C)C3=NC=CC=C3F (1S,3S,5'S,7a'R)-5'-(3,5-difluorophenyl)-3-((S)-1-(3-fluoropyridin-2-yl)ethoxy)tetrahydro-3'H-spiro[cyclobutane-1,2'-pyrrolo[2,1-b]oxazol]-3'-one